C(C)(C)(C)[C@H]1OC=2C=C(C(=CC2C=2NC(C(=CC21)C(=O)O)=O)OC)OCCCOC |r| (RS)-5-(tert-Butyl)-9-methoxy-8-(3-methoxypropoxy)-2-oxo-1,5-dihydro-2H-chromeno[4,3-b]pyridine-3-carboxylic acid